5-bromo-1-(4-fluorophenyl)-6-(methoxymethyl)-2-oxo-1,2-dihydropyridine-3-carboxamide BrC=1C=C(C(N(C1COC)C1=CC=C(C=C1)F)=O)C(=O)N